2-(((benzyloxy)carbonyl)amino)-3-hydroxy-3-phenylpropanoic acid C(C1=CC=CC=C1)OC(=O)NC(C(=O)O)C(C1=CC=CC=C1)O